FC1=CC(=CC2=C1OCCN2)C=2N=C1N(C=CC=N1)C2C2=CC(=NC=C2)C 8-Fluoro-6-(3-(2-methylpyridin-4-yl)imidazo[1,2-a]pyrimidin-2-yl)-3,4-dihydro-2H-benzo[b][1,4]oxazine